IC(CC(CC(CC(CC(CCCC(OCCCCCCCC)OC(CCCC(CC(CC(CC(CC(C)I)C)C)C)C)OCCCCCCCC)C)C)C)C)C 12-iodo-4,6,8,10-tetramethyltridecyloctyloxymethyl ether